(3s,5s)-5-(hydroxymethyl)pyrrolidin-3-ylcarbamic acid tert-butyl ester C(C)(C)(C)OC(N[C@@H]1CN[C@@H](C1)CO)=O